C(C1=CC=CC=C1)(=O)ON=C(C(=O)C1=CC=CC=C1)C 1-phenyl-1,2-propanedione-2-(benzoyl) oxime